[I-].COC1=C(C(=O)NCC2(CCC(CC2)OC(=O)NCCC[P+](C2=CC=CC=C2)(C2=CC=CC=C2)C2=CC=CC=C2)C2=CC=CC=C2)C=CC=C1 (3-(((((1S,4S)-4-((2-methoxybenzamido)methyl)-4-phenylcyclohexyl)oxy)carbonyl)amino)propyl)triphenylphosphonium iodide